1,2,4a,5-tetrahydrobenzo[b]pyrazine N1C=2C(N=CC1)CC=CC2